CC=1N=C(SC1)N1C(C2=C(C=C1)C(=CN2)C2=NC(=NC=C2C(F)(F)F)NC2CNCCC2)=O 6-(4-methyl-1,3-thiazol-2-yl)-3-{2-[(piperidin-3-yl)amino]-5-(trifluoromethyl)pyrimidin-4-yl}-1H,6H,7H-pyrrolo[2,3-c]pyridin-7-one